F[C@H]1CN(C[C@@H]1NC1=NC(=CC=C1)C1=CN=C2N1C=CC(=C2)OC(F)(F)F)C(=O)OC(C)(C)C (3S,4S)-tert-butyl 3-fluoro-4-((6-(7-(trifluoromethoxy)imidazo[1,2-a]pyridin-3-yl)pyridin-2-yl)amino)pyrrolidine-1-carboxylate